NCCCNC(=O)C=1N=C(SC1)C=1C=NN(C1)C1=CC=CC=C1 N-(3-aminopropyl)-2-(1-phenyl-1H-pyrazol-4-yl)-1,3-thiazole-4-carboxamide